2-[(7S)-3,7-Dimethyl-4,5,6,7-tetrahydroindazol-2-yl]-1-[(2S,4R)-4-hydroxy-2-(3-methoxy-2-methyl-phenyl)pyrrolidin-1-yl]ethanone CC=1N(N=C2[C@H](CCCC12)C)CC(=O)N1[C@@H](C[C@H](C1)O)C1=C(C(=CC=C1)OC)C